N1=C(C=CC=C1C1=CC=C(C=C1C=1C(=C(C=C(C1)C)C12CC3CC(CC(C1)C3)C2)[O-])OCCCC)C2=CC=C(C=C2C=2C(=C(C=C(C2)C)C23CC1CC(CC(C2)C1)C3)[O-])OCCCC.C[Zr+2]C dimethylzirconium [6',6'''-(pyridine-2,6-diyl)bis(3'-butoxy-3-(adamant-1-yl)-5-methyl-[1,1'-biphenyl]-2-olate)]